N1=C(N=CC=C1)C1(CC1)NC(=O)[C@H]1CN(CC[C@@H]1NC(=O)C1=NOC(=C1)C1=C(C=C(C=C1)F)F)CC1=CC=C(C=C1)F (3S,4S)-4-{[5-(2,4-difluoro-phenyl)-isoxazole-3-carbonyl]-amino}-1-(4-fluoro-benzyl)-piperidine-3-carboxylic acid (1-pyrimidin-2-yl-cyclopropyl)-amide